maleimide-vinyl imide C(=C)N=C1C=CC(N1)=O